2-(2,2-difluoroethoxy)-1-fluoro-3-nitrobenzene FC(COC1=C(C=CC=C1[N+](=O)[O-])F)F